3-(azetidin-3-yloxy)propane-1-ol hydrochloride Cl.N1CC(C1)OCCCO